Cl.CN(C1(CCN(CC1)C1=CC=C2C(=NN=C(C2=C1)N[C@H](C)C1=C(C(=CC=C1)C(F)(F)F)C)C)C)C (R)-7-(4-(dimethylamino)-4-methylpiperidin-1-yl)-4-methyl-N-(1-(2-methyl-3-(trifluoromethyl)phenyl)ethyl)phthalazin-1-amine hydrochloride salt